C(C)(C)(C)OC(=O)N1C(C2=CC=C(C=C2CC1)CCC=O)C 1-methyl-6-(3-oxopropyl)-3,4-dihydroisoquinoline-2(1H)-carboxylic acid tert-butyl ester